C(C)C1=NN(C2=C1C(NCC1(CCOCC1)C2)=O)CC(COC(C2=CC(=CC=C2)C(=O)N2CCOCC2)=O)(C)C 3-(morpholine-4-carbonyl)benzoic acid [3-(3-ethyl-4-oxo-spiro[6,8-dihydro-5H-pyrazolo[4,3-c]azepin-7,4'-tetrahydropyran]-1-yl)-2,2-dimethyl-propyl] ester